C1N(CCC2=CC=CC=C12)C1CCN(CC1)C1=NC=NC(=C1)OC1=CC=C(C=C1)C(F)(F)F trans-4-(3,4-Dihydroisoquinolin-2(1H)-yl)-1-(6-(4-(trifluoromethyl)phenoxy)pyrimidin-4-yl)piperidine